ethyl 2-hydroxyisobutyrate OC(C(=O)OCC)(C)C